FC1=CC=C(C=C1)NC(=O)NC1CN(C(C1)=O)C1=CC=C(C=C1)F 1-(4-fluorophenyl)-3-[1-(4-fluorophenyl)-5-oxopyrrolidine-3-yl]urea